FC(C(=O)[O-])(F)F.BrC=1N=CC(=NC1)N1N=CN=C1[C@H](C)[NH3+] [(1S)-1-[2-(5-bromopyrazin-2-yl)-1,2,4-triazol-3-yl]ethyl]ammonium 2,2,2-trifluoroacetate